O=C1C2CN(CC2C1)C(=O)OC(C)(C)C tert-butyl 6-oxo-3-azabicyclo[3.2.0]heptane-3-carboxylate